The molecule is a member of the class of guanidines that is agmatine acetylated at the N4-position. It is an acetamide and a member of guanidines. It derives from an agmatine. CC(=O)NCCCCN=C(N)N